chloro-1-[[4-nitro-3-(trifluoromethyl)phenyl]methyl]pyrazolo[3,4-d]pyrimidin-6-amine ClC1=NN(C2=NC(=NC=C21)N)CC2=CC(=C(C=C2)[N+](=O)[O-])C(F)(F)F